OC=1C(=CC=2C(C3=CC=CC=C3OC2C1[C@H]1[C@H](O)[C@@H](O)[C@H](O)[C@H](O1)CO)=O)OC 3-hydroxy-2-methoxy-4-β-D-glucopyranosyl-xanthone